BrC=1C(=C(C=CC1)NC1=NC=CC2=C1N=C(S2)CBr)Cl N-(3-bromo-2-chlorophenyl)-2-(bromomethyl)thiazolo[4,5-c]Pyridin-4-amine